FC(C1=C(C2=CC=CC=C2C=C1)B(O)O)(F)F 2-(TRIFLUOROMETHYL)NAPHTHALENE-1-BORONIC ACID